N12CC(CC(CC1)C2)C(=O)C2=CC1=C(C=N2)C(=NN1C1OCCCC1)C1=CN=C2N1C=C(C=C2F)F azabicyclo[3.2.1]oct-3-yl-[3-(6,8-difluoroimidazo[1,2-a]pyridin-3-yl)-1-tetrahydropyran-2-yl-pyrazolo[4,3-c]pyridin-6-yl]methanone